(S)-N4-(2,4-dimethoxybenzyl)-2-(1-fluoroethyl)-N6-(4-isopropoxy-5-(1-(oxetan-3-yl)-1H-pyrazol-4-yl)pyridin-2-yl)pyrimidine-4,6-diamine COC1=C(CNC2=NC(=NC(=C2)NC2=NC=C(C(=C2)OC(C)C)C=2C=NN(C2)C2COC2)[C@H](C)F)C=CC(=C1)OC